(S)-5-(4-cyclopropyl-1H-imidazol-1-yl)-2-fluoro-4-methyl-N-(6-(5-vinyl-6,7-dihydro-5H-pyrrolo[2,1-c][1,2,4]triazol-3-yl)pyridin-2-yl)benzamide C1(CC1)C=1N=CN(C1)C=1C(=CC(=C(C(=O)NC2=NC(=CC=C2)C=2N3C(=NN2)CC[C@H]3C=C)C1)F)C